β-(3,4-epoxycyclohexyl)ethylmethoxyethoxydiisopropylsilane C1(CC2C(CC1)O2)CC[Si](C(C)C)(C(C)C)OCCOC